CO[Si](C(CCCCCCCN1CCN(CC1)C)[SiH2]CNCCC[Si](OCC)(OCC)C)(OC)OC 1-trimethoxysilyl-8-(4-methylpiperazin-1-yl)(methyldiethoxysilylpropylamino)methylsilyl-octane